2,2'-dimethoxy-4,4'-diformyl-biphenyl COC1=C(C=CC(=C1)C=O)C1=C(C=C(C=C1)C=O)OC